C(C)(=O)NC=1C=C(C(=O)NCCNC2=NC=C(C=C2Cl)C(F)(F)F)C=CN1 2-acetamido-N-(2-((3-chloro-5-(trifluoromethyl)pyridin-2-yl)amino)ethyl)isonicotinamide